C(CCCCCCCCC)C(O[Si](C(C)(C)C)(C)C)CN(CC(O[Si](C(C)(C)C)(C)C)CCCCCCCCCC)CCCC(=O)O 4-[5,9-bis(decyl)-2,2,3,3,11,11,12,12-octamethyl-4,10-dioxa-7-aza-3,11-disilatridecan-7-yl]butanoic acid